(R)-1-(4-(Benzyloxy)-3-phenethoxyphenoxy)-3-(isopropylamino)propan-2-ol C(C1=CC=CC=C1)OC1=C(C=C(OC[C@@H](CNC(C)C)O)C=C1)OCCC1=CC=CC=C1